((1r,4r)-4-aminocyclohexyl)ethanesulfonamide hydrochloride Cl.NC1CCC(CC1)C(C)S(=O)(=O)N